N-(6-cyclobutoxypyridazin-3-yl)-2-(2,6-dioxopiperidin-3-yl)-1-oxoisoindoline-5-carboxamide C1(CCC1)OC1=CC=C(N=N1)NC(=O)C=1C=C2CN(C(C2=CC1)=O)C1C(NC(CC1)=O)=O